(S)-1-chloro-3-(2,6-dichloro-4-(2-(4-((S)-2-hydroxy-3-(1H-imidazol-1-yl)propoxy)phenyl)propan-2-yl)phenoxy)propan-2-yl acetate C(C)(=O)O[C@H](CCl)COC1=C(C=C(C=C1Cl)C(C)(C)C1=CC=C(C=C1)OC[C@H](CN1C=NC=C1)O)Cl